((S)-1-((trifluoromethyl)sulfonyl)piperidin-3-yl)acetamide FC(S(=O)(=O)N1C[C@@H](CCC1)CC(=O)N)(F)F